O=CCCC(=O)C1N(CCN(C1)CC)N 4-oxo-butyryl-(4-ethyl)piperazinamine